1-N-tert-butoxycarbonyl-2-(hydroxymethyl)piperazine C(C)(C)(C)OC(=O)N1C(CNCC1)CO